C(N)(=O)CC[C@@H](COC1=C(C(=CC=C1)\C=C\CCCC1=CC2=C(N(C(N2C)=O)C2C(NC(CC2)=O)=O)C=C1)Cl)NC(OC(C)(C)C)=O tert-butyl N-[(2S)-4-carbamoyl-1-{2-chloro-3-[(1E)-5-[1-(2,6-dioxopiperidin-3-yl)-3-methyl-2-oxo-1,3-benzodiazol-5-yl]pent-1-en-1-yl]phenoxy}butan-2-yl]carbamate